CC1(OCCC12CCC(CC2)C2=NN(C=C2CN(CCN(C(OC(C)(C)C)=O)C)C)[C@@H]2OCCCC2)C |r| (R/S)-tert-butyl N-(2-[[(3-[1,1-dimethyl-2-oxaspiro[4.5]decan-8-yl]-1-(oxacyclohex-2-yl)-1H-pyrazol-4-yl) methyl] (methyl) amino] ethyl)-N-methylcarbamate